Iridium(III) bis(2-(2,4-difluorophenyl)quinoline) picolinate N1=C(C=CC=C1)C(=O)[O-].FC1=C(C=CC(=C1)F)C1=NC2=CC=CC=C2C=C1.FC1=C(C=CC(=C1)F)C1=NC2=CC=CC=C2C=C1.[Ir+3].N1=C(C=CC=C1)C(=O)[O-].N1=C(C=CC=C1)C(=O)[O-]